1-[4-(4-amino-thieno[2,3-d]pyrimidin-5-yl)-2-chloro-phenyl]-3-(5-tert-butyl-2-p-tolyl-2H-pyrazol-3-yl)-urea NC=1C2=C(N=CN1)SC=C2C2=CC(=C(C=C2)NC(=O)NC=2N(N=C(C2)C(C)(C)C)C2=CC=C(C=C2)C)Cl